C1(CC1)S(=O)(=O)C1=CC(=NC=C1)CNC(C1=CC=C(C=C1)C1=NC(=CN=C1)OC(C)C)=O N-[(4-cyclopropanesulfonylpyridin-2-yl)methyl]-4-(6-isopropoxypyrazin-2-yl)benzamide